(S)-2-amino-2-phenyl-acetic acid methyl ester COC([C@H](C1=CC=CC=C1)N)=O